Cl.N1=CC(=CC=C1)N pyridin-3-amine monohydrochloride